2-(allylamino)-5-(3-(1-isopropyl-1H-benzo[d][1,2,3]triazol-5-yl)-1,2,4-oxadiazol-5-yl)benzonitrile C(C=C)NC1=C(C#N)C=C(C=C1)C1=NC(=NO1)C1=CC2=C(N(N=N2)C(C)C)C=C1